5-[1-(3-bromo-4-fluorophenyl)-3-methylcyclobutyl]-4-methyl-4H-1,2,4-triazole-3-thiol BrC=1C=C(C=CC1F)C1(CC(C1)C)C=1N(C(=NN1)S)C